FC1=C(C(=C(C(=C1F)F)F)CF)S(=O)(=O)NC1=CC(=C(C=C1)OC)F 2,3,4,5-tetrafluoro-N-(3-fluoro-4-methoxyphenyl)-6-(fluoromethyl)benzenesulfonamide